CN1C=NC2=C1C=CC(=C2)C=2NC(C=1N(C2)N=C(C1)C(=O)OCC)=O ethyl 6-(1-methyl-1H-benzimidazol-5-yl)-4-oxo-4,5-dihydropyrazolo[1,5-a]-pyrazine-2-carboxylate